4-[5-[[1-[(1s,2r)-2-fluorocyclopropyl]-2-oxo-3-pyridinyl]carbamoyl]-6-isopropoxy-indazol-2-yl]piperidine-1-carboxylic acid tert-butyl ester C(C)(C)(C)OC(=O)N1CCC(CC1)N1N=C2C=C(C(=CC2=C1)C(NC=1C(N(C=CC1)[C@@H]1[C@@H](C1)F)=O)=O)OC(C)C